BrC=1C=C(C(=C(C1)OC(C1=CN=CC=C1)=O)O)C=NC(C(=O)OC)CC1=CC=C(C=C1)O 5-bromo-2-hydroxy-3-((3-(4-hydroxyphenyl)-1-methoxy-1-oxopropan-2-ylimino)methyl)phenyl-nicotinate